methyl (2S)-5-[N'-(4-methoxy-2,3,6-trimethylbenzenesulfonyl) carbamimidamido]-2-{[(2S)-pyrrolidin-2-yl]formamido}pentanoate COC1=C(C(=C(C(=C1)C)S(=O)(=O)NC(NCCC[C@@H](C(=O)OC)NC(=O)[C@H]1NCCC1)=N)C)C